tert-butyl 2,2-difluoro-6-phenyl-7-azaspiro[3.5]nonane-7-carboxylate FC1(CC2(C1)CC(N(CC2)C(=O)OC(C)(C)C)C2=CC=CC=C2)F